C(N)(OC1=NC=C(C=C1C1CC1)N1CCN(CC1)CC=1C=NC=2C=C(C(NC2C1)=O)CC)=O Cyclopropyl(5-(4-((7-ethyl-6-oxo-5,6-dihydro-1,5-naphthyridin-3-yl)methyl)piperazin-1-yl)pyridine-2-yl) carbamate